5-bromo-2,4-dichloro-6-methyl-3-nitro-pyridine BrC=1C(=C(C(=NC1C)Cl)[N+](=O)[O-])Cl